N-(8-(5-chloro-2-fluorophenyl)-7-fluoro-4-morpholinoquinolin-3-yl)-2-methylquinoline-4-carboxamide ClC=1C=CC(=C(C1)C=1C(=CC=C2C(=C(C=NC12)NC(=O)C1=CC(=NC2=CC=CC=C12)C)N1CCOCC1)F)F